((4-cyclopropyl-2-(N-methyl-methanesulfonamido)phenyl)-amino)-N-ethoxy-6-((6-methyl-pyridin-2-yl)amino)nicotinamide C1(CC1)C1=CC(=C(C=C1)NC1=C(C(=O)NOCC)C=CC(=N1)NC1=NC(=CC=C1)C)N(S(=O)(=O)C)C